di(4-fluorophenyl)phosphoric acid FC1=CC=C(C=C1)OP(OC1=CC=C(C=C1)F)(O)=O